C(C)OC(=O)C=1C(=NC(=NC1)SC)CCNC(=O)OC(C)(C)C 4-(2-((tert-butoxycarbonyl)amino)ethyl)-2-(methylthio)pyrimidine-5-carboxylic acid ethyl ester